O=C1NC(CCC1N1C(C2=C(C=C(C=C2C1)CN(C1CCN(CC1)C1=CC=C2CN(C(C2=C1)=O)C(C(=O)NC=1SC=CN1)C1=C(C=CC(=C1)F)O)C)F)=O)=O 2-(6-(4-(((2-(2,6-dioxopiperidin-3-yl)-7-fluoro-1-oxoisoindoline-5-yl)methyl)(Methyl)amino)piperidin-1-yl)-1-oxoisoindoline-2-yl)-2-(5-fluoro-2-hydroxyphenyl)-N-(thiazol-2-yl)Acetamide